(2s,4r)-1-((S)-2-(1-fluorocyclopropanecarboxamido)-3,3-dimethylbutyryl)-4-hydroxypyrrolidine-2-carboxylic acid methyl ester COC(=O)[C@H]1N(C[C@@H](C1)O)C([C@H](C(C)(C)C)NC(=O)C1(CC1)F)=O